N-(3,5-dimethylphenyl)hydroxylamine CC=1C=C(C=C(C1)C)NO